7-cyclobutyl-3-({[(3R)-1,1-dioxo-2,3-dihydrothiophen-3-yl]amino}carbonyl)-2-oxo-1H-quinoline-8-carboxylic acid C1(CCC1)C1=CC=C2C=C(C(NC2=C1C(=O)O)=O)C(=O)N[C@H]1CS(C=C1)(=O)=O